CNCCNCCCCCCCNCC(=O)[O-] 2,5,13-triazapentadecan-15-oate